2-(2-hydroxyethoxy)ethyl 2-oxo-2-phenylacetate O=C(C(=O)OCCOCCO)C1=CC=CC=C1